N,N-dimethyl-(hexadecylamine) CN(C)CCCCCCCCCCCCCCCC